N-[2-chloro-4-(trifluoromethyl)phenyl][2-(1-benzofuran-5-yl)-6-ethyl-5-{4-[(5-hydroxy-6-methyl-4-pyrimidinyl)carbonyl]-1-piperazinyl}-4-oxo-1,3,3a,7-tetraaza-7-indenyl]acetamide nickel [Ni].ClC1=C(C=CC(=C1)C(F)(F)F)NC(CN1C(=C(C(N2N=C(N=C12)C=1C=CC2=C(C=CO2)C1)=O)N1CCN(CC1)C(=O)C1=NC=NC(=C1O)C)CC)=O